CN(CCS(=O)(=O)[O-])C dimethyl-taurate